C(C=C)(=O)N1CC(N(C(C1)=O)C1=CC=C(C=C1)C#CC=1C=2N(C=C(C1)C=1C=NN(C1)C)N=CC2C#N)=O 4-((4-(4-propenoyl-2,6-dioxopiperazin-1-yl)phenyl)ethynyl)-6-(1-methyl-1H-pyrazol-4-yl)pyrazolo[1,5-a]pyridine-3-carbonitrile